2-(4,5-difluoro-1H-indol-3-yl)-N-ethyl-N-methylethan-1-amine oxalate C(C(=O)O)(=O)O.FC1=C2C(=CNC2=CC=C1F)CCN(C)CC